CC1=NC(=CC(=C1)C=1NC2=CC=C(C=C2C1C(C)C)C1CCN(CC1)C(CN(C)CC(C)(C)O)=O)C 1-(4-(2-(2,6-dimethylpyridin-4-yl)-3-isopropyl-1H-indol-5-yl)piperidin-1-yl)-2-((2-hydroxy-2-methylpropyl)(methyl)amino)ethan-1-one